tert-butyl 3-[4-bromo-1-(2-ethoxy-2-oxoethyl)indazol-3-yl]azetidine-1-carboxylate BrC1=C2C(=NN(C2=CC=C1)CC(=O)OCC)C1CN(C1)C(=O)OC(C)(C)C